1,3-thiazol-5-ylmethyl N-[(2S,3S,5S)-3-hydroxy-5-[(2S)-3-methyl-2-{[methyl({[2-(propan-2-yl)-1,3-thiazol-4-yl] methyl})carbamoyl] amino} butanamido]-1,6-diphenylhexan-2-yl]carbamate O[C@H]([C@H](CC1=CC=CC=C1)NC(OCC1=CN=CS1)=O)C[C@H](CC1=CC=CC=C1)NC([C@H](C(C)C)NC(N(CC=1N=C(SC1)C(C)C)C)=O)=O